BrC=1C=2C(N=C3N(C2C=CC1)C1=C(C32CCCCC2)N=CC(=C1)C1CCNCC1)=O 4'-bromo-10'-(piperidin-4-yl)-5'H-spiro[cyclohexane-1,7'-pyrido[2',3':4,5]pyrrolo[1,2-a]quinazolin]-5'-one